FC1=CC=C(C=C1)NC(=O)C1(CC1)C(=O)NC1=CC=C(C=C1)OC1=CC=NC2=CC(=CC=C12)C1=CN=NN1 1-N'-(4-fluorophenyl)-1-N-[4-[7-(1H-triazol-5-yl)quinolin-4-yl]oxy-phenyl]cyclopropane-1,1-dicarboxamide